CNN(NC)CCC N,N-dimethylamino-propylamine